ClC1=CC(=C(C=C1Cl)[C@H](C1CCN(CC1)C([C@@H](CO)O)=O)NC)O (2R)-1-[4-[(S)-(4,5-dichloro-2-hydroxyphenyl)(methylamino)methyl]piperidin-1-yl]-2,3-dihydroxypropan-1-one